iron tris(dimethyldithiocarbamate) CN(C([S-])=S)C.CN(C([S-])=S)C.CN(C([S-])=S)C.[Fe+3]